C(C=CC=CCCCCCCCCC)=O 7Z,10Z-tetradecadienal